methyl 1-((1-acetyl-2-methylindolin-5-yl)sulfonyl)-1H-pyrrole-3-carboxylate C(C)(=O)N1C(CC2=CC(=CC=C12)S(=O)(=O)N1C=C(C=C1)C(=O)OC)C